(S)-3-(3-(1-amino-2,3-dihydro-1H-inden-5-yl)-7-bromo-5-(1H-pyrazol-1-yl)-3H-imidazo[4,5-b]pyridin-2-yl)pyridin-2-amine N[C@H]1CCC2=CC(=CC=C12)N1C(=NC=2C1=NC(=CC2Br)N2N=CC=C2)C=2C(=NC=CC2)N